2-[[3,5-dimethylmorpholine-4-carbonyl]amino]-4-[2-(2-methylpyrimidin-4-yl)oxyethyl-[4-(5,6,7,8-tetrahydro-1,8-naphthyridin-2-yl)butyl]amino]butanoic acid CC1N(C(COC1)C)C(=O)NC(C(=O)O)CCN(CCCCC1=NC=2NCCCC2C=C1)CCOC1=NC(=NC=C1)C